6-((bicyclo[1.1.1]pentan-1-ylamino)methyl)-2-(3-(3,3-difluoro-1-((4-methyl-4H-1,2,4-triazol-3-yl)methyl)cyclobutyl)phenyl)-4-(trifluoromethyl)isoindolin-1-one C12(CC(C1)C2)NCC2=CC(=C1CN(C(C1=C2)=O)C2=CC(=CC=C2)C2(CC(C2)(F)F)CC2=NN=CN2C)C(F)(F)F